C1([C@H](O)[C@H](O)[C@H](O1)CO)C1=NC=CC=C1 RIBOFURANOSYL-PYRIDINE